(4-(Oxazol-5-yl)phenyl)methylamine trifluoroacetate salt FC(C(=O)O)(F)F.O1C=NC=C1C1=CC=C(C=C1)CN